FC=1C=C2CC(N(C2=CC1)CC=C)=O 5-fluoro-1-allyl-2-oxoindoline